ClC=1C(=NC(=NC1)NC1=C(C=C2C3(CNCC2=C1)CC3)OC)NC=3C=CC=C1CNC(C31)=O 7-((5-chloro-2-((6'-methoxy-2',3'-dihydro-1'H-spiro[cyclopropane-1,4'-isoquinolin]-7'-yl)amino)pyrimidin-4-yl)amino)isoindolin-1-one